(R)-4-chloro-5-(3-((4-(3,5-dimethyl-1-(2-morpholinoethyl)-1H-pyrazol-4-yl)-6-fluoropyridin-2-yl)oxy)pyrrolidin-1-yl)pyridazin-3(2H)-one ClC=1C(NN=CC1N1C[C@@H](CC1)OC1=NC(=CC(=C1)C=1C(=NN(C1C)CCN1CCOCC1)C)F)=O